2-(4-(2-((6-(pyridin-4-yl)-benzo[d]thiazol-2-yl)-amino)pyridin-4-yl)-piperazin-1-yl)ethanol N1=CC=C(C=C1)C1=CC2=C(N=C(S2)NC2=NC=CC(=C2)N2CCN(CC2)CCO)C=C1